(((phenylmethyloxy)carbonyl)amino)-2-oxabicyclo[2.2.2]octane-1-carboxylic acid methyl ester COC(=O)C12OC(C(CC1)CC2)NC(=O)OCC2=CC=CC=C2